(R)-1-(1-methyl-1H-pyrazol-3-yl)-3-(3-methylmorpholino)-5-(1H-pyrrolo[2,3-b]pyridin-4-yl)pyrazin-2(1H)propanoic acid CN1N=C(C=C1)N1[C@@H](C(=NC(=C1)C1=C2C(=NC=C1)NC=C2)N2C(COCC2)C)CCC(=O)O